OC1(CCNCC1)CC1=NC(=CC=C1)C 4-hydroxy-4-((6-methylpyridin-2-yl)methyl)piperidin